2-((1-(2-(azetidin-1-yl)-3-(4-fluorophenyl)-7-methylquinolin-5-yl)ethyl)amino)benzoic acid N1(CCC1)C1=NC2=CC(=CC(=C2C=C1C1=CC=C(C=C1)F)C(C)NC1=C(C(=O)O)C=CC=C1)C